(2,2',7,7'-tetrakis[N,N-bis(4-methoxyphenyl)amino])9,9'-spirobifluorene COC1=CC=C(C=C1)N(C1=CC=C(C=C1)OC)C1=CC=2C3(C4=CC(=CC=C4C2C=C1)N(C1=CC=C(C=C1)OC)C1=CC=C(C=C1)OC)C1=CC(=CC=C1C=1C=CC(=CC13)N(C1=CC=C(C=C1)OC)C1=CC=C(C=C1)OC)N(C1=CC=C(C=C1)OC)C1=CC=C(C=C1)OC